C1(=CC=CC=C1)C=1N(C=CN1)CCNC(C=C)=O N-(2-(2-phenyl-1H-imidazol-1-yl)ethyl)acrylamide